(R,E)-3-(4-chlorophenyl)-4-phenyl-N-((1-(sulfamoylamino)cyclopropyl)methyl)-N'-((4-(trifluoromethyl)phenyl)sulfonyl)-4,5-dihydro-1H-pyrazole-1-carboximidamide ClC1=CC=C(C=C1)C1=NN(C[C@H]1C1=CC=CC=C1)/C(/NCC1(CC1)NS(N)(=O)=O)=N/S(=O)(=O)C1=CC=C(C=C1)C(F)(F)F